3-ethyl-1,8-octanediol C(C)C(CCO)CCCCCO